CC=C(C(=O)[O-])O methyl-hydroxyacrylate